tetralead phosphate P(=O)([O-])([O-])[O-].[Pb+2].[Pb+2].[Pb+2].[Pb+2]